benzo-thiophene oxide S1(C=CC2=C1C=CC=C2)=O